OC(C(=O)O)(CCCCC)CC 2-hydroxy-2-ethyl-heptanoic acid